[6-[3-(3,3-difluorocyclobutyl)-1H-1,2,4-triazol-5-yl]-2-azaspiro[3.3]heptan-2-yl]-[6-[[5-(trifluoromethyl)-3-pyridyl]methyl]-2-azaspiro[3.3]heptan-2-yl]methanone FC1(CC(C1)C1=NNC(=N1)C1CC2(CN(C2)C(=O)N2CC3(C2)CC(C3)CC=3C=NC=C(C3)C(F)(F)F)C1)F